CC=1C(=C(C=2C=NN(C2C1)C1OCCCC1)C=O)C(F)(F)F 6-methyl-1-(tetrahydro-2H-pyran-2-yl)-5-(trifluoromethyl)-1H-indazole-4-carbaldehyde